(S)-1-(2-((1-(3,4,5-trimethoxyphenyl)-1H-imidazol-4-yl)amino)pyrido[2,3-d]pyrimidin-4-yl)pyrrolidine-2-carboxamide COC=1C=C(C=C(C1OC)OC)N1C=NC(=C1)NC=1N=C(C2=C(N1)N=CC=C2)N2[C@@H](CCC2)C(=O)N